BrC1=CC(=C(C(=C1)C)C#N)F 4-Bromo-2-fluoro-6-methylbenzene-1-carbonitrile